N-(6-amino-5-methyl-3-pyridyl)-2-[2-(4-fluorophenyl)-3-methyl-4-[1-(trifluoromethyl)cyclopropanecarbonyl]piperazin-1-yl]-2-oxo-acetamide NC1=C(C=C(C=N1)NC(C(=O)N1C(C(N(CC1)C(=O)C1(CC1)C(F)(F)F)C)C1=CC=C(C=C1)F)=O)C